CC=1SC(=CN1)CC(=O)NC1=NNC(=C1)[C@@H]1C[C@@H](CC1)N(C([O-])=O)C(C)C(C)(F)F (1R,3S)-3-(3-{[(2-methyl-1,3-thiazol-5-yl)acetyl]amino}-1H-pyrazol-5-yl)cyclopentyl[(2ξ)-3,3-difluorobutan-2-yl]carbamate